C1=CC=CC=2C3=CC=CC=C3C(C12)COC(=O)N([C@H](C)C(=O)O)C1=CC2=CC=CC=C2C=C1 9-Fluorenylmethyloxycarbonyl-D-2-naphthylalanine